octadecylbis(2-hydroxyethyl)amine C(CCCCCCCCCCCCCCCCC)N(CCO)CCO